FC1=CC=C(C=C1)C12CC(C1)(C2)C(CC(=O)OCC)NC(C2=CN=CC=C2)=O ethyl 3-(3-(4-fluorophenyl)bicyclo[1.1.1]pentan-1-yl)-3-(nicotinamido)propanoate